(R)-1-(1-(5-(5-(2,3-Dihydro-1H-inden-4-yl)-6-methoxy-1H-pyrazolo[4,3-b]pyridin-3-yl)pyridin-2-yl)-3-azabicyclo[3.1.0]hexan-3-yl)-2-hydroxyethan-1-one C1CCC2=C(C=CC=C12)C1=C(C=C2C(=N1)C(=NN2)C=2C=CC(=NC2)[C@]21CN(CC1C2)C(CO)=O)OC